[N+](=O)([O-])C(=CCCCC(=O)O)CC=CCC=CCC=CCCCCC 6-nitro-5,8,11,14-eicosatetraenoic acid